7-bromo-2-methoxyquinoline-3-carboxylic acid BrC1=CC=C2C=C(C(=NC2=C1)OC)C(=O)O